C(C1=CC=CC=C1)OC1=C(C=O)C=CC(=C1F)I 2-(benzyloxy)-3-fluoro-4-iodobenzaldehyde